6'-[3-(4-phenylbutanamido)propoxy]-2',3'-dihydrospiro[cyclohexane-1,1'-indene]-4-carboxylic acid C1(=CC=CC=C1)CCCC(=O)NCCCOC1=CC=C2CCC3(C2=C1)CCC(CC3)C(=O)O